C(C)(C)(C)OC(=O)N1CCC(CC1)C1=NSC(=N1)C1=CC(=NC=C1Cl)N[C@H]1[C@@H](COCC1)O[Si](C)(C)C(C)(C)C.N(=NC1=CC=CC2=CC=CC=C12)C1=CC=CC2=CC=CC=C12 azonaphthalene tert-butyl-4-(5-(2-(((3S,4R)-3-((tert-butyldimethylsilyl)oxy)tetrahydro-2H-pyran-4-yl)amino)-5-chloropyridin-4-yl)-1,2,4-thiadiazol-3-yl)piperidine-1-carboxylate